NC=1C=C(OC2=CC=C(C=C2)SC2=CC=C(C=C2)OC2=CC(=CC=C2)N)C=CC1 bis-[4-(3-aminophenoxy) phenyl] thioether